8-(4-(methoxy)phenyl)-N-(3-((pyrrolidinyl)ethoxy)phenyl)quinazolin-2-amine COC1=CC=C(C=C1)C=1C=CC=C2C=NC(=NC12)NC1=CC(=CC=C1)OCCN1CCCC1